N-ethyl-N,N'-dimethylurea C(C)N(C(=O)NC)C